(±)-trans-N-[8-chloro-6-(2-oxo-3H-benzimidazol-1-yl)-3-isoquinolyl]-2-cyano-cyclopropanecarboxamide ClC=1C=C(C=C2C=C(N=CC12)NC(=O)[C@H]1[C@@H](C1)C#N)N1C(NC2=C1C=CC=C2)=O |r|